C(C)(=O)C1=NN(C2=CC=C(C=C12)C=1C=NC(=NC1)C)CC(=O)N1[C@@H]2C[C@@]2(C[C@H]1C(=O)NC1=NC(=CC=C1CN(C)C)Cl)C (1R,3S,5R)-2-(2-(3-acetyl-5-(2-methylpyrimidin-5-yl)-1H-indazol-1-yl)acetyl)-N-(6-chloro-3-((dimethylamino)methyl)pyridin-2-yl)-5-methyl-2-azabicyclo[3.1.0]hexane-3-carboxamide